tert-butyl N-[3-methyl-5-[[2-[5-methyl-2-[4-(trifluoromethyl)phenyl]-1-piperidyl]-2-oxo-acetyl]amino]-2-pyridyl]carbamate CC=1C(=NC=C(C1)NC(C(=O)N1C(CCC(C1)C)C1=CC=C(C=C1)C(F)(F)F)=O)NC(OC(C)(C)C)=O